4-methylphenyl(4-anilinophenyl)amidosulfite CC1=CC=C(C=C1)N(S(=O)[O-])C1=CC=C(C=C1)NC1=CC=CC=C1